ClC=1C=C(C=CC1F)NC1=NC=NC2=CC(=C(C=C12)NC(C=C)=O)OCCCN1CCN(CC1)CCCCCSC1=C2CN(C(C2=CC=C1)=O)C1C(NC(CC1)=O)=O N-(4-((3-chloro-4-fluorophenyl)amino)-7-(3-(4-(5-((2-(2,6-dioxopiperidin-3-yl)-1-oxoisoindolin-4-yl)thio)pentyl)piperazin-1-yl)propoxy)quinazolin-6-yl)acrylamide